1,3-bistrimethylsilyl-1,3,5-triazinane C[Si](N1CN(CNC1)[Si](C)(C)C)(C)C